OCCCCOC(C=C)=O 4-hydroxy-butyl-acrylate